BrC1=CN=C(S1)C(=O)NC 5-bromo-N-methylthiazol-2-formamide